(1R,2S)-1-(5-chloropyrimidin-2-yl)-1-methoxy-N-(4-(1-methylcyclopropyl)-5-(((R)-tetrahydrofuran-2-yl)methyl)-4H-1,2,4-triazol-3-yl)propane-2-sulfonamide ClC=1C=NC(=NC1)[C@H]([C@H](C)S(=O)(=O)NC1=NN=C(N1C1(CC1)C)C[C@@H]1OCCC1)OC